FC1=CC(=C(C(=O)O)C=C1)N1N=CC=N1 4-fluoro-2-(triazol-2-yl)benzoic acid